5-(1-(2,2-difluoroethyl)-1H-benzo[d][1,2,3]triazol-6-yl)-4-methoxy-N-((4s,7s)-1-oxaspiro[3.5]nonan-7-yl)pyrrolo[2,1-f][1,2,4]triazin-2-amine FC(CN1N=NC2=C1C=C(C=C2)C=2C=CN1N=C(N=C(C12)OC)NC1CCC2(CCO2)CC1)F